P([O-])([O-])[O-].[Al+3].[Ga+3].[In+3].P([O-])([O-])[O-].P([O-])([O-])[O-] Indium Gallium Aluminum Phosphite